ClC1=C(C=C(OCC(=O)N[C@H]2CC[C@@H](N(C2)C(=O)OC(C)(C)C)C(NC2=C(C=CC(=C2)C(F)(F)F)F)=O)C=C1)F tert-butyl (2R,5S)-5-[2-(4-chloro-3-fluorophenoxy)acetamido]-2-{[2-fluoro-5-(trifluoromethyl)phenyl]carbamoyl}piperidine-1-carboxylate